C(CC)OC(CP(=O)(C1=CC=CC=C1)OCCC)=O 2-(propoxyphenylphosphinyl)-acetic acid propyl ester